(3S)-1-[(2S)-4-methyl-1-oxo-1-[(3s,6s,8S)-3-{6-azaspiro[2.5]octan-6-ylmethyl}-8-methyl-1,5-dioxa-9-azaspiro[5.5]undec-an-9-yl]pentan-2-yl]-3-(2-methylpropyl)piperazin-2-one CC(C[C@@H](C(N1[C@H](CC2(OCC(CO2)CN2CCC3(CC3)CC2)CC1)C)=O)N1C([C@@H](NCC1)CC(C)C)=O)C